rac-(3R,4R,5S)-3-[2-(difluoromethoxy)-4-fluoro-phenyl]-4,5-dimethyl-5-(trifluoromethyl)tetrahydrofuran-2-carboxylic acid methyl ester COC(=O)C1O[C@@]([C@@H]([C@@H]1C1=C(C=C(C=C1)F)OC(F)F)C)(C(F)(F)F)C |r|